(E)-N-(4-(1-(4-(4-((2-(2,6-dioxopiperidin-3-yl)-1-oxoisoindoline-5-yl)methyl)piperazin-1-yl)benzoyl)piperidin-4-yl)butyl)-3-(pyridin-3-yl)acrylamide O=C1NC(CCC1N1C(C2=CC=C(C=C2C1)CN1CCN(CC1)C1=CC=C(C(=O)N2CCC(CC2)CCCCNC(\C=C\C=2C=NC=CC2)=O)C=C1)=O)=O